(S)-6-(1-amino-1,3-dihydrospiro[indene-2,4'-piperidine]-1'-yl)-3-(8,8-dimethyl-8,9-dihydro-[1,2,4]triazolo[3,4-b]quinazolin-6-yl)-1,5-dihydro-4H-pyrazolo[3,4-d]pyrimidin-4-one N[C@@H]1C2=CC=CC=C2CC12CCN(CC2)C=2NC(C1=C(N2)NN=C1C=1C2=CN3C(N=C2CC(C1)(C)C)=NN=C3)=O